cyclobutane-1,1-dicarboxylic acid C1(CCC1)(C(=O)O)C(=O)O